ClC=1C(=C(OC=2C(=CC(=NC2)NC)C2=CC=C(C=C2)N2CCN(CC2)C(=O)OC(C)(C)C)C=CC1)C(=O)OC tert-butyl 4-(4-(5-(3-chloro-2-(methoxycarbonyl)phenoxy)-2-(methylamino)pyridin-4-yl)phenyl)piperazine-1-carboxylate